C(CCC)N1CC(=CC(=C1)C)C 1-butyl-3,5-dimethylpyridine